ethyl 3-(2-chlorophenyl)-3-aminoacrylate ClC1=C(C=CC=C1)C(=CC(=O)OCC)N